4-(3,3,5,5-tetramethylpiperazin-1-yl)-2,3-dihydro-1H-pyrrolo[2,3-b]pyridine CC1(CN(CC(N1)(C)C)C1=C2C(=NC=C1)NCC2)C